C12CNCC(CCC1)N2C=2N(C(C1=C(N2)NC=C1C1=C(C2=C(N(N=C2C=C1)CCC(=O)N(C)C)Cl)Cl)=O)C 3-(5-(2-(3,9-Diazabicyclo[3.3.1]nonan-9-yl)-3-methyl-4-oxo-4,7-dihydro-3H-pyrrolo[2,3-d]pyrimidin-5-yl)-3,4-dichloro-2H-indazol-2-yl)-N,N-dimethylpropionamide